1-triazolecarboxylate N1(N=NC=C1)C(=O)[O-]